ClC1=NC=CC2=C1OC=1N=C(N=C(C12)N1CCOC[C@](C1)(O)C)SC (S)-4-(8-chloro-2-(methylthio)pyrido[4',3':4,5]furo[2,3-d]pyrimidin-4-yl)-6-methyl-1,4-oxazepan-6-ol